((2-(4-cyanophenyl)-3,3,3-trifluoropropyl)amino)-2-phenylacetic acid ethyl ester C(C)OC(C(C1=CC=CC=C1)NCC(C(F)(F)F)C1=CC=C(C=C1)C#N)=O